C(C1=CC=CC=C1)N1CC2(CC(C2)OCC2=CC=CC=C2)C(C1)O 6-benzyl-2-(benzyloxy)-6-azaspiro[3.4]octan-8-ol